C(C1=CC=CC=C1)OCC[C@@H]1[C@H](O[C@@H]2OC(O[C@@H]21)(C)C)COC(C2=CC=CC=C2)(C2=CC=CC=C2)C2=CC=CC=C2 (3aR,5S,6R,6aR)-6-(2-(benzyloxy)ethyl)-2,2-dimethyl-5-((trityloxy)methyl)tetrahydrofuro[2,3-d][1,3]dioxole